ONC(=O)[C@H]1N(CCC1)CC=1C=C(C(=O)O)C=CC1 3-[[(2S)-2-(hydroxycarbamoyl)pyrrolidin-1-yl]methyl]benzoic acid